2-[1-[3-(2,6-dioxo-3-piperidinyl)-1-methyl-indazol-6-yl]-4-hydroxy-4-piperidinyl]acetic acid HCl salt Cl.O=C1NC(CCC1C1=NN(C2=CC(=CC=C12)N1CCC(CC1)(O)CC(=O)O)C)=O